[3-[6-(Difluoromethyl)-5-[[6-(trifluoromethyl)pyridine-2-carbonyl]amino]indazol-2-yl] cyclobutyl]methyl methanesulfonate CS(=O)(=O)OCC1CC(C1)N1N=C2C=C(C(=CC2=C1)NC(=O)C1=NC(=CC=C1)C(F)(F)F)C(F)F